C(C1=CC=CC=C1)NC(=O)C=1C=C(C=CC1F)C1=NN(C(=C1CC1=CC(=C(C=C1)S(N)(=O)=O)F)CC1CC1)C=1SC=C(N1)C(=O)O 2-(3-(3-(benzylcarbamoyl)-4-fluorophenyl)-5-(cyclopropylmethyl)-4-(3-fluoro-4-sulfamoylbenzyl)-1H-pyrazol-1-yl)thiazole-4-carboxylic acid